8-(4-chloro-2,6-difluorophenyl)-1,4-dioxa-8-azaspiro[4.5]decane ClC1=CC(=C(C(=C1)F)N1CCC2(OCCO2)CC1)F